NC1=NC=NN2C1=C(C=C2C=2C=C(C(=NC2C)C)C(=O)N[C@@H]2CN(C[C@@H]2F)C(C2=CC(=C(C=C2)F)F)=O)C(F)(F)F 5-[4-amino-5-(trifluoromethyl)pyrrolo[2,1-f][1,2,4]triazin-7-yl]-N-[(3R,4S)-1-(3,4-difluorobenzoyl)-4-fluoropyrrolidin-3-yl]-2,6-dimethylpyridine-3-carboxamide